methyl (1s,4s)-4-(3-(3-(2,6-dicyanophenyl)-1-((4-(difluoromethyl)phenyl)sulfonyl)-5-fluoro-1H-indol-2-yl)phenyl)cyclohexane-1-carboxylate C(#N)C1=C(C(=CC=C1)C#N)C1=C(N(C2=CC=C(C=C12)F)S(=O)(=O)C1=CC=C(C=C1)C(F)F)C=1C=C(C=CC1)C1CCC(CC1)C(=O)OC